C(#N)C1=CC2=C(CN(CC2C2=C(C=CC=C2)C=2C(=NN(C2)CC(=O)N)C(F)(F)F)C(\C=C\CN(C)C)=O)S1 (E)-2-(4-(2-(2-Cyano-6-(4-(dimethylamino)but-2-enoyl)-4,5,6,7-tetrahydrothieno[2,3-c]pyridin-4-yl)phenyl)-3-(trifluoromethyl)-1H-pyrazol-1-yl)acetamide